2-[(4-fluorophenyl)methyl]-2-azaspiro[3.3]heptan-6-ol FC1=CC=C(C=C1)CN1CC2(C1)CC(C2)O